4-amino-1,7-naphthalenedisulfonic acid NC1=CC=C(C2=CC(=CC=C12)S(=O)(=O)O)S(=O)(=O)O